C(C)(C)[Si](COCCC)(COCCC)C(C)(C)C isopropyl-t-butyl-bis(propoxymethyl)silane